[Si](C)(C)(C(C)(C)C)OCC[C@H]1CCC(N1)=O (R)-5-(2-((tert-butyldimethylsilyl)oxy)ethyl)pyrrolidin-2-one